FC(C(=O)O)(F)F.C12CC(CC(CC1)N2)OC=2C=C1C(=NC=NC1=CC2)NC2=CC(=C(C=C2)OC2=CC=1N(C=N2)N=CN1)C 6-((Endo-8-azabicyclo[3.2.1]oct-3-yl)oxy)-N-(4-([1,2,4]triazolo[1,5-c]pyrimidine-7-yloxy)-3-methylphenyl)quinazolin-4-amine 2,2,2-trifluoroacetate